(R)-2-bromo-1-(3-fluoro-1-(1-phenylethyl)-1H-pyrazol-5-yl)ethan-1-one BrCC(=O)C1=CC(=NN1[C@H](C)C1=CC=CC=C1)F